ClC1=C(C=CC=C1)C1=CC(OC2=CC(=CC=C12)OC(C(=O)N1CC(CC1)S(=O)(=O)N)C)=O 1-[2-[4-(2-chlorophenyl)-2-oxo-chromen-7-yl]oxypropanoyl]pyrrolidine-3-sulfonamide